(1S,3S)-3-hydroxy-3-(pyridin-2-yl)cyclobutane-1-carboxylic acid OC1(CC(C1)C(=O)O)C1=NC=CC=C1